1-([1,3]dioxolo[4,5-b]pyridin-7-yl)-5-(trifluoromethyl)-1H-pyrazole-4-carboxylic acid ethyl ester C(C)OC(=O)C=1C=NN(C1C(F)(F)F)C1=C2C(=NC=C1)OCO2